BrC1=CC=C(S1)C1=NNC(=C1)NC1=CC=C(C=C1)N1CCOCC1 3-(5-bromothien-2-yl)-N-(4-morpholinylphenyl)-1H-pyrazol-5-amine